NC1=CC=C(C=C1)NCCNC1=CC=C(C=C1)N bis(4'-aminophenyl)ethylenediamine